tert-butyl-dimethyl-[2-[5-methyl-4-(4,4,5,5-tetramethyl-1,3,2-dioxaborolan-2-yl)pyrazol-1-yl]cyclohexoxy]silane C(C)(C)(C)[Si](OC1C(CCCC1)N1N=CC(=C1C)B1OC(C(O1)(C)C)(C)C)(C)C